propylene glycol bis(4-mercaptobutyrate) SCCCC(=O)OCC(C)OC(CCCS)=O